BrC=1C=C2CCCC(C2=C(C1)F)=O 6-bromo-8-fluoro-3,4-dihydronaphthalen-1(2H)-one